NCC=1C=C(C=C(C1)OCC=1C=NC=CC1)C=1C=C2C(=NN(C2=CC1)C(C)C)COC1=C(C=CC=C1)CC(=O)O 2-(2-((5-(3-(aminomethyl)-5-(pyridin-3-ylmethoxy)phenyl)-1-isopropyl-1H-indazol-3-yl)methoxy)phenyl)acetic acid